C(C)(C)(C)OC(=O)N1[C@@H](CCC1)CNC (S)-2-((methylamino)methyl)pyrrolidine-1-carboxylic acid tert-butyl ester